(S)-2-((4-((2-hydroxy-1-phenylethyl)amino)-5-(5-methyl-1,3,4-oxadiazol-2-yl)pyridin-2-yl)amino)-6,7-dihydro-5H-pyrrolo[3,4-d]pyrimidin-5-one OC[C@H](C1=CC=CC=C1)NC1=CC(=NC=C1C=1OC(=NN1)C)NC=1N=CC2=C(N1)CNC2=O